C1CS[C@H]2N1C(=O)C2 The molecule is compound comprising a beta-lactam ring fused to a saturated 5-membered ring containing one sulfur atom. It is a natural product fundamental parent and a member of penams.